4-(4-acetamidophenyl)methylbenzoic acid C(C)(=O)NC1=CC=C(C=C1)CC1=CC=C(C(=O)O)C=C1